N-(3-(2-(methoxymethyl)-7-(methylsulfonyl)-2,3-dihydro-[1,4]dioxino[2,3-c]pyridin-5-yl)-1-methyl-1H-pyrrolo[2,3-c]pyridin-5-yl)acetamide COCC1OC2=C(C(=NC(=C2)S(=O)(=O)C)C2=CN(C3=CN=C(C=C32)NC(C)=O)C)OC1